oxoandrostane O=C[C@@]12CCC[C@H]1[C@@H]1CCC3CCCC[C@]3(C)[C@H]1CC2